(3S,4R)-3-fluoro-4-methoxypyrrolidine F[C@H]1CNC[C@H]1OC